(R)-6-(4-(5-chloro-2-methoxyphenyl)piperidin-1-yl)-2-azaspiro[3.4]octane ClC=1C=CC(=C(C1)C1CCN(CC1)[C@H]1CC2(CNC2)CC1)OC